2-[3-[(E)-2-ethoxyvinyl]phenyl]-3-methoxy-propanoic acid C(C)O/C=C/C=1C=C(C=CC1)C(C(=O)O)COC